C1(CC1)OC=1C(=CC(=C(C1)N1CCC(CC1)N1CCN(CC1)C(C(F)(F)F)=O)C=1C=NN(C1)C)[N+](=O)[O-] 1-(4-(1-(5-cyclopropyloxy-2-(1-methyl-1H-pyrazol-4-yl)-4-nitrophenyl)piperidin-4-yl)piperazin-1-yl)-2,2,2-trifluoroethane-1-one